C(C=C)(=O)N1CCN(CC1)C1=NC(=NC2=C(C(=C(C=C12)Cl)C1=C(C=CC=C1O)F)F)OCC1=CC=CC(=N1)C#N 6-((4-(4-acryloyl-piperazin-1-yl)-6-chloro-8-fluoro-7-(2-fluoro-6-hydroxyphenyl)quinazolin-2-yloxy)methyl)picolinonitrile